N1-((1-Methyl-1H-indol-5-yl)methyl)-N3-(7-(trifluoromethyl)quinolin-4-yl)propane-1,3-diamine CN1C=CC2=CC(=CC=C12)CNCCCNC1=CC=NC2=CC(=CC=C12)C(F)(F)F